2-cyclopropyl-N-[6-(2,2-difluoroethoxy)-5-fluoro-2-methoxy-3-pyridyl]quinoline-5-sulfonamide C1(CC1)C1=NC=2C=CC=C(C2C=C1)S(=O)(=O)NC=1C(=NC(=C(C1)F)OCC(F)F)OC